2-[[2-(2-cyanophenyl)acetyl]amino]-4-[2-phenoxyethyl-[4-(5,6,7,8-tetrahydro-1,8-naphthyridin-2-yl)butyl]amino]butanoic acid C(#N)C1=C(C=CC=C1)CC(=O)NC(C(=O)O)CCN(CCCCC1=NC=2NCCCC2C=C1)CCOC1=CC=CC=C1